2-(1,3-dioxoisoindolin-2-yl)ethane-1-sulfonyl chloride O=C1N(C(C2=CC=CC=C12)=O)CCS(=O)(=O)Cl